CS(=O)(=O)OCCCC(CNC(=O)OCC1=CC=CC=C1)C 5-(((benzyloxy)carbonyl)amino)-4-methylpentyl methanesulfonate